FC=1C(=C2C(C(=CN(C2=NC1N1CC(C1)C(NC1=NN(C(=C1)OCCC)C)=O)C=1SC=CN1)C(=O)O)=O)C 6-fluoro-5-methyl-7-{3-[(1-methyl-5-propoxy-1H-pyrazol-3-yl)carbamoyl]azetidin-1-yl}-4-oxo-1-(1,3-thiazol-2-yl)-1,4-dihydro-1,8-naphthyridine-3-carboxylic acid